CC(CCCCCCC)C(=O)[C@H](O)[C@@H](O)[C@@H](O)[C@H](O)C(=O)O (1-methyloctyl)-D-galacturonic acid